FC(C=1C(=C(C=CC1)[C@@H](C)NC1=CC=NC2=CC=C(C=C12)N1CCN(CC1)C(=O)C1COC1)F)F (R)-(4-(4-((1-(3-(difluoromethyl)-2-fluorophenyl)ethyl)amino)quinolin-6-yl)piperazin-1-yl)(oxetan-3-yl)methanone